3-methyl-1-benzofuran CC1=COC2=C1C=CC=C2